(2S,4r)-1-[(2S)-2-(4-cyclopropyltriazol-1-yl)-3,3-dimethyl-butyryl]-4-hydroxy-N-(2-hydroxy-2-norbornan-2-yl-propyl)pyrrolidine-2-carboxamide C1(CC1)C=1N=NN(C1)[C@H](C(=O)N1[C@@H](C[C@H](C1)O)C(=O)NCC(C)(C1C2CCC(C1)C2)O)C(C)(C)C